tert-butyl 5-(4-amino-6-chloropyridazin-3-yl)-1,2,3,6-tetrahydropyridine-1-carboxylate NC1=C(N=NC(=C1)Cl)C1=CCCN(C1)C(=O)OC(C)(C)C